(4-((3-fluoro-5-iodophenyl)(methyl)amino)piperidin-1-yl)(oxazol-5-yl)methanone FC=1C=C(C=C(C1)I)N(C1CCN(CC1)C(=O)C1=CN=CO1)C